1-((1H-indol-3-yl)methyl)-7-ethoxy-6-methoxy-2-(2-(methylsulfonyl)ethyl)-1,2,3,4-tetrahydro-isoquinoline N1C=C(C2=CC=CC=C12)CC1N(CCC2=CC(=C(C=C12)OCC)OC)CCS(=O)(=O)C